FC=1C=C(C=CC1)C#CC=1C=C2CCC(C2=CC1)=O 5-((3-fluorophenyl)ethynyl)-2,3-dihydro-1H-inden-1-one